4-(tert-butoxycarbonylaminomethyl)iodobenzene tert-butyl-3-(4-((4-(2-fluoro-4-iodobenzamido)-6-methyl-1,3,5-triazin-2-yl)(4-methoxybenzyl)amino)butyl)piperidine-1-carboxylate C(C)(C)(C)OC(=O)N1CC(CCC1)CCCCN(CC1=CC=C(C=C1)OC)C1=NC(=NC(=N1)NC(C1=C(C=C(C=C1)I)F)=O)C.C(C)(C)(C)OC(=O)NCC1=CC=C(C=C1)I